C(C)(C)(C)OC(=O)N1CCC12CN(CCC2)C=2C1=C(N=CN2)N(C=C1)S(=O)(=O)C1=CC=C(C)C=C1 6-(7-tosyl-7H-pyrrolo[2,3-d]pyrimidin-4-yl)-1,6-diazaspiro[3.5]nonane-1-carboxylic acid tert-butyl ester